C(C)OC(=O)C1=C(C(=C(C(=C1[2H])[2H])B(O)O)[2H])[2H] (4-(ethoxycarbonyl)phenyl-2,3,5,6-d4)boronic acid